(S)-2-((S)-3,3-difluoro-5-(6-oxo-1,6-dihydropyridin-3-yl)piperidin-1-yl)-N-(5-fluoropyridin-2-yl)propionamide FC1(CN(C[C@@H](C1)C1=CNC(C=C1)=O)[C@H](C(=O)NC1=NC=C(C=C1)F)C)F